ClC=1C=[N+](C=C(C1C[C@H](OC(C1=CC(=C(C=C1)CNS(=O)(=O)C)OCC1CC1)=O)C1=CC(=C(C=C1)OC(F)F)OCC1CC1)Cl)[O-] (S)-3,5-dichloro-4-(2-(3-(cyclopropylmethoxy)-4-(difluoromethoxy)phenyl)-2-(3-(cyclopropylmethoxy)-4-(methylsulfonylaminomethyl)benzoyloxy)ethyl)-pyridine 1-oxide